bicyclo[1.1.1]pentane-1-carboxylic acid tert-butyl ester C(C)(C)(C)OC(=O)C12CC(C1)C2